C1(CCCCC1)CN1C(=NOC1=O)CC1=CC=C(C=C1)F 4-(cyclohexylmethyl)-3-[(4-fluorophenyl)methyl]-4,5-dihydro-1,2,4-oxadiazol-5-one